C(C)N1CN(C(=C1C1=CC=CC=C1)C1=CC=CC=C1)CC 1,3-diethyl-4,5-diphenylimidazole